ClC=1C(=C(C=CC1)S(=O)(=O)CN1[C@@H](C[C@@](CC1)(C(=O)O)CC1=NC(=CC=C1F)NC1=NNC(=C1)C)C)F (2R,4R)-1-(((3-chloro-2-fluoro-phenyl)sulfonyl)methyl)-4-((3-fluoro-6-((5-methyl-1H-pyrazol-3-yl)amino)pyridin-2-yl)methyl)-2-methylpiperidine-4-carboxylic acid